((1R,3R,4R,5R)-5-((tert-butyldiphenylsilyl)oxy)-3-ethynyl-2-azabicyclo[2.2.1]heptan-2-yl)(cyclopropyl)methanone [Si](C1=CC=CC=C1)(C1=CC=CC=C1)(C(C)(C)C)O[C@H]1[C@H]2[C@@H](N([C@@H](C1)C2)C(=O)C2CC2)C#C